C(CCC)OCCOCC[O-] 2-(2-butoxyethoxy)ethoxide